FC1=C(C=CC=C1)C(C)OC(=O)NC1=C(N=NN1C1=CC=C(C=C1)C1=CC=C(C=C1)C1(CC1)C(=O)O)C 1-(4'-(5-(((1-(2-fluorophenyl)ethoxy)carbonyl)amino)-4-methyl-1H-1,2,3-triazol-1-yl)-[1,1'-biphenyl]-4-yl)cyclopropane-1-carboxylic acid